N-(1-methyl-1H-pyrazol-3-yl)-3-(pyridin-4-yl)thieno[3,2-b]pyridin-5-amine CN1N=C(C=C1)NC1=CC=C2C(=N1)C(=CS2)C2=CC=NC=C2